(1-(4-nitrophenyl)piperidin-3-yl)propan-2-ol [N+](=O)([O-])C1=CC=C(C=C1)N1CC(CCC1)CC(C)O